C(C)(C)OC(\C=C/C(=O)O)=O.C=C(C)C isobutene monoisopropylmaleate